BrC1=CC=CC=2N(C(NC21)=O)C2CCNCC2 4-Bromo-1-(piperidin-4-yl)-2,3-dihydro-1H-1,3-benzodiazol-2-one